(R)-3-((3-(2,4-Diaminopyrido[3,2-d]pyrimidin-6-yl)phenyl)ethynyl)-3-hydroxy-1-methylpyrrolidin-2-one NC=1N=C(C2=C(N1)C=CC(=N2)C=2C=C(C=CC2)C#C[C@]2(C(N(CC2)C)=O)O)N